6-iodo-1H-benzo[d]imidazole IC=1C=CC2=C(NC=N2)C1